NC1=C(C=C(C=C1)C1=CC(=C(C=C1)CC1=NC2=C(N1CCOC)C=C(C=C2)C(=O)OC)F)OCC2=C(C=C(C=C2)C#N)F Methyl 2-((4'-amino-3'-((4-cyano-2-fluorobenzyl)oxy)-3-fluoro-[1,1'-biphenyl]-4-yl)methyl)-1-(2-methoxyethyl)-1H-benzo[d]imidazole-6-carboxylate